2-[7-[(8R,8aS)-1,2,3,5,6,7,8,8a-octahydroindolizin-8-yl]-5,6-dihydropyrrolo[2,3-c]pyridazin-3-yl]-3-methyl-5-(trifluoromethyl)phenol C1CCN2CCC[C@H]([C@H]12)N1CCC2=C1N=NC(=C2)C2=C(C=C(C=C2C)C(F)(F)F)O